1-[2-(4-ethylsulfonyl-1,4-diazepan-1-yl)propyl]-5-formyl-4-methyl-indole-2-carbonitrile C(C)S(=O)(=O)N1CCN(CCC1)C(CN1C(=CC2=C(C(=CC=C12)C=O)C)C#N)C